6-amino-2-(3,5-dichloro-4-((5-cyclobutyl-6-oxo-1,6-dihydropyridin-3-yl)oxy)phenyl)-1,2,4-triazine-3,5(2h,4h)-dione NC=1C(NC(N(N1)C1=CC(=C(C(=C1)Cl)OC1=CNC(C(=C1)C1CCC1)=O)Cl)=O)=O